BrC1=CC=C(C=C1)N(S(=O)(=O)C1=CC=C(C=C1)C)C(F)(F)F N-(4-bromophenyl)-4-methyl-N-(trifluoromethyl)benzenesulfonamide